ClC=1C=C2C(C(=CN(C2=CC1N1[C@H](CCC1)COC1=NC=CC=C1)C1=CC(=C(C=C1)O)Cl)C(=O)O)=O (R)-6-chloro-1-(3-chloro-4-hydroxyphenyl)-4-oxo-7-(2-((pyridin-2-yloxy)methyl)pyrrolidin-1-yl)-1,4-dihydroquinoline-3-carboxylic acid